C(C)OC1=CC=C2CC(C(C2=C1)=O)C 6-ethoxy-2-methyl-2,3-dihydro-1H-inden-1-one